ClC=1C=C(COP2(OCC3=C(O2)C=C(O3)N3C(NC(C(=C3)F)=O)=O)=O)C=CC1 1-((4AR,6R,7aS)-2-(3-chlorobenzyloxy)-2-oxo-4H-furo[3,2-d][1,3,2]dioxaphosphorin-6-yl)-5-fluoropyrimidine-2,4(1H,3H)-dione